2-acetyl-5-oxo-2-(3-oxobutyl)hexanoic acid ethyl ester C(C)OC(C(CCC(C)=O)(CCC(C)=O)C(C)=O)=O